C(C1=CC=CC=C1)N1C2=CC(=CC(=C2C=2C(CCCC12)C(N)=O)OCC(=O)O)OC [9-benzyl-4-carbamoyl-7-methoxy-1,2,3,4-tetrahydrocarbazol-5-yl]oxyacetic acid